S(=O)([O-])S(=O)[O-].[Na+].[Na+] Dinatrium dithionit